di-tert-butyl 4,4'-(1,2-bis(1H-benzo[d][1,2,3]triazol-1-yl)ethane-1,2-diyl)bis(1,4-diazepane-1-carboxylate) N1(N=NC2=C1C=CC=C2)C(C(N2N=NC1=C2C=CC=C1)N1CCN(CCC1)C(=O)OC(C)(C)C)N1CCN(CCC1)C(=O)OC(C)(C)C